C(C)C1=CC=C(C=C1)CC/C=C/C=1C=CC2=C(C(CO2)=O)C1 (E)-5-(4-(4-ethylphenyl)but-1-en-1-yl)benzofuran-3(2H)-one